(R)-N-((3-cyclobutoxythiophen-2-yl)methyl)-2-(9-(pyridin-2-yl)-6-oxaspiro[4.5]decan-9-yl)ethanamine C1(CCC1)OC1=C(SC=C1)CNCC[C@]1(CCOC2(CCCC2)C1)C1=NC=CC=C1